(R)-5-chloro-N-(2,3,4,9-tetrahydro-1H-carbazol-3-yl)thiazolo[5,4-d]pyrimidin-7-amine ClC=1N=C(C2=C(N1)SC=N2)N[C@@H]2CCC=1NC3=CC=CC=C3C1C2